[K].C1(=CC=CC=C1)N1C(SC=N1)=S 3-phenyl-1,3,4-thiadiazole-2(3H)thione potassium salt